2-(2,4-difluorophenyl)-1-(1H-1,2,4-triazole-1-yl)-3-trimethylsilyl-2-propanol FC1=C(C=CC(=C1)F)C(CN1N=CN=C1)(C[Si](C)(C)C)O